N-((7-nitro-2H-indazol-5-yl)sulfonyl)benzamide [N+](=O)([O-])C1=CC(=CC2=CNN=C12)S(=O)(=O)NC(C1=CC=CC=C1)=O